3-(7-(4-(trifluorometh-yl)phenoxy)-1,2,3,4-tetrahydroisoquinoline-2-carbonyl)-1H-pyrazole-5-carboxamide FC(C1=CC=C(OC2=CC=C3CCN(CC3=C2)C(=O)C2=NNC(=C2)C(=O)N)C=C1)(F)F